C(C)(C)(C)OOC(=O)N1CC(CC1)(C(=O)O)COC (tert-butoxycarboxy)-3-(methoxymethyl)pyrrolidine-3-carboxylic acid